3-bromo-2,6-difluorobenzonitrile BrC=1C(=C(C#N)C(=CC1)F)F